1-bromo-8-(methyl-13C)naphthalene BrC1=CC=CC2=CC=CC(=C12)[13CH3]